2-anilino-3-cyclohexylimino-5-phenyl-3,5-dihydrophenazine N(C1=CC=CC=C1)C1=CC2=NC3=CC=CC=C3N(C2=CC1=NC1CCCCC1)C1=CC=CC=C1